CN1N=CC(=C1)C=1C=C2C=C(N=CC2=CC1)C#CC1CCN(CC1)C(=O)OC(C)(C)C tert-butyl 4-((6-(1-methyl-1H-pyrazol-4-yl)isoquinolin-3-yl)ethynyl)piperidine-1-carboxylate